CN(C)CC=1NC2=CC(=C(C=C2C1)C)C(=O)NC1(CC1)C1=CC=CC2=CC=CC=C12 2-((Dimethylamino)methyl)-5-methyl-N-(1-(naphthalen-1-yl)cyclopropyl)-1H-indole-6-carboxamide